C(C)(C)(C)OC(CC1=CC=C(C=C1)N1CCC(CC1)C(N)=O)=O 2-(4-(4-carbamoyl-piperidin-1-yl)phenyl)acetic acid tert-butyl ester